3-(4-amino-3-((6-chloro-1-cyclopropyl-1H-benzo[d]imidazol-5-yl)ethynyl)-7-(cyclopropanecarbonyl)-1H-pyrazolo[4,3-c]pyridin-1-yl)pyrrolidin NC1=NC=C(C2=C1C(=NN2C2CNCC2)C#CC2=CC1=C(N(C=N1)C1CC1)C=C2Cl)C(=O)C2CC2